(4-(3-hydroxy-1,1-dioxidothietan-3-yl)phenyl)(4-((5-(trifluoromethyl)pyrimidin-2-yl)oxy)piperidin-1-yl)methanone OC1(CS(C1)(=O)=O)C1=CC=C(C=C1)C(=O)N1CCC(CC1)OC1=NC=C(C=N1)C(F)(F)F